[Si](C1=CC=CC=C1)(C1=CC=CC=C1)(C(C)(C)C)OCC1OCC(OC1)C(CN)(F)F 2-(5-(((tert-butyldiphenylsilyl)oxy)methyl)-1,4-dioxane-2-yl)-2,2-difluoroethane-1-amine